(1s,3r)-3-isopropenyl-2,2-dimethylcyclobutane C(=C)(C)[C@@H]1C(CC1)(C)C